N-{(R)-1-[3-(trifluoromethyl)-2-fluorophenyl]ethyl}-5-bromo-1-[5-(1-methyl-1H-1,2,3-triazol-5-yl)-3-pyridyl]-6-oxo-1,6-dihydropyridazine-3-carboxamide FC(C=1C(=C(C=CC1)[C@@H](C)NC(=O)C1=NN(C(C(=C1)Br)=O)C=1C=NC=C(C1)C1=CN=NN1C)F)(F)F